CN1N=CC(=C1)C=1C=C2C=C(N=CC2=CC1)NC(CN1CCN(CC1)C)=O N-(6-(1-methyl-1H-pyrazol-4-yl)isoquinolin-3-yl)-2-(4-methylpiperazin-1-yl)acetamide